(5S,8S,11S)-11-(2-amino-2-oxoethyl)-8-[2-(benzyloxy)-2-oxoethyl]-5-methyl-3,6,9-trioxo-1-phenyl-2-oxa-4,7,10-triazadodecane-12-oic acid NC(C[C@H](NC([C@@H](NC([C@@H](NC(OCC1=CC=CC=C1)=O)C)=O)CC(=O)OCC1=CC=CC=C1)=O)C(=O)O)=O